diethyl azodiacetate N(=NCC(=O)OCC)CC(=O)OCC